C[C@@H]1CN(CCC1)CC1=CC(=C2CNC(C2=C1)=O)C(F)(F)F 6-{[(3S)-3-methylpiperidin-1-yl]methyl}-4-(trifluoromethyl)-2,3-dihydro-isoindol-1-one